BrC=1C=CC(=C(C1)CCO)C 2-(5-bromo-2-methylphenyl)ethan-1-ol